C(C)(=O)OC(C)(C)OC 1-methoxy-1-methylethyl acetate